5-amino-1-cyclopentyl-3-[2,5-difluoro-4-[[(2-methoxybenzoyl)amino]methyl]phenyl]pyrazole-4-carboxamide NC1=C(C(=NN1C1CCCC1)C1=C(C=C(C(=C1)F)CNC(C1=C(C=CC=C1)OC)=O)F)C(=O)N